FC=1C=C2C=CN=C(C2=CC1)COC1=CC=CC(=N1)C1CCN(CC1)CC1=NC2=C(N1C[C@H]1OCC1)C=C(C=C2)C(=O)OC(C)(C)C Tert-butyl (S)-2-((4-(6-((6-fluoroisoquinolin-1-yl) methoxy) pyridin-2-yl) piperidin-1-yl) methyl)-1-((oxetan-2-yl) methyl)-1H-benzo[d]imidazole-6-carboxylate